FC1=C(C=NC=C1)C(F)(F)F 4-fluoro-3-(trifluoromethyl)pyridine